4-(PIPERIDIN-4-YLSULFONYL)PHENYLBORONIC ACID N1CCC(CC1)S(=O)(=O)C1=CC=C(C=C1)B(O)O